COC(CN1CCC(CC1)N1N=C2C=C(C(=CC2=C1)NC(=O)C1=NC(=CC=C1)C(F)(F)F)OC)OC N-(2-(1-(2,2-dimethoxyethyl)piperidin-4-yl)-6-methoxy-2H-indazol-5-yl)-6-(trifluoromethyl)pyridinecarboxamide